(2S,5R)-4-(1-(6-cyclopropylpyridin-3-yl)ethyl)-2,5-diethylpiperazine C1(CC1)C1=CC=C(C=N1)C(C)N1C[C@@H](NC[C@H]1CC)CC